diethyl-xylene C(C)C=1C(=C(C(=CC1)C)C)CC